3,4,5-tri(octadecyloxy)benzyl acetate C(C)(=O)OCC1=CC(=C(C(=C1)OCCCCCCCCCCCCCCCCCC)OCCCCCCCCCCCCCCCCCC)OCCCCCCCCCCCCCCCCCC